tert-butyl (2S)-2-((4-chloro-2-nitrophenyl) sulfonamido)-3-(6-fluoro-2,3-dimethylphenyl)butanoate ClC1=CC(=C(C=C1)S(=O)(=O)N[C@H](C(=O)OC(C)(C)C)C(C)C1=C(C(=CC=C1F)C)C)[N+](=O)[O-]